C(C)NC(=O)C1=NOC(=C1C1=CC=C(C=C1)CN1CCOCC1)C1=C(C=C(C(=C1)CCC1=CC=CC=C1)OCC1=CC=CC=C1)OCC1=CC=CC=C1 5-(2,4-bis-benzyloxy-5-phenethyl-phenyl)-4-(4-morpholin-4-ylmethyl-phenyl)-isoxazole-3-carboxylic Acid Ethylamide